5-(2-chloro-5-methoxypyrimidin-4-yl)-1-methyl-1H-benzo[d]imidazole ClC1=NC=C(C(=N1)C1=CC2=C(N(C=N2)C)C=C1)OC